ClCCC[Si](OC)(OC)OC chloropropyltrimethoxysilane